The molecule is an aminopyrimidine that is N,N,4,5-tetramethylpyrimidin-2-amine substituted by a (dimethylcarbamoyl)oxy group at position 4. It has a role as an EC 3.1.1.7 (acetylcholinesterase) inhibitor, a carbamate insecticide, an agrochemical, an environmental contaminant, a xenobiotic and an insecticide. It is a carbamate ester, an aminopyrimidine and a tertiary amino compound. It derives from a dimethylcarbamic acid. CC1=C(N=C(N=C1OC(=O)N(C)C)N(C)C)C